C1(=CC=CC=C1)SC(CCC(C)NS(=O)(=O)C1=CC=C(C=C1)C)CC N-(5-(phenylthio)heptan-2-yl)-4-methylbenzenesulfonamide